ClC=1C=C(C=CC1C(F)(F)F)N1CC2=CN=CC=C2CC1 N-(3-Chloro-4-(trifluoromethyl)phenyl)-3,4-dihydro-2,7-naphthyridine